BrC=1C2=C(C(N(C1)C)=O)SC(=C2)C(=O)OC methyl 4-bromo-6-methyl-7-oxo-6,7-dihydrothieno[2,3-c]pyridine-2-carboxylate